S(=O)(=O)(O)OC=1C(O)=CC=CC1 catechol-O-sulfate